(3,3,3-trifluoropropyl)thioadenosine FC(CC[C@@]1([C@H](S)[C@H](O)[C@@H](CO)O1)N1C=NC=2C(N)=NC=NC12)(F)F